FC(C1=NC(=NC=C1)[C@@H]1[C@H](C1)C(=O)N)F |r| rac-(1S*,2S*)-2-(4-(difluoromethyl)pyrimidin-2-yl)cyclopropane-1-carboxamide